2-chlorophenyl (1-bromocyclopentyl) ketone BrC1(CCCC1)C(=O)C1=C(C=CC=C1)Cl